C(C)(C)(C)OC(=O)C1=NC(=CC=C1C1=C(C(=NC=C1)N(C1=CC=CC=C1)C)C)N1CC2=C(C=CC=C2CC1)C(NC=1SC2=C(N1)C=CC=C2)=O 6-(8-(benzo[d]thiazol-2-ylcarbamoyl)-3,4-dihydroisoquinolin-2(1H)-yl)-3'-methyl-2'-(methyl-(phenyl)amino)-3,4'-bipyridine-2-carboxylic acid tert-butyl ester